(R)-N-((3-chloro-4-fluorophenyl)(2-(1-(trifluoromethyl)cyclopropyl)thiazol-4-yl)methyl)-2-methylpropane-2-sulfinamide ClC=1C=C(C=CC1F)C(N[S@](=O)C(C)(C)C)C=1N=C(SC1)C1(CC1)C(F)(F)F